ClC1=C(C=C(C=C1)C=1N=C(SC1C1=NNC=C1)NS(=O)(=O)C1=NC=C(C=C1C)NCC1=C(C(=CC=C1)OC)O)F N-(4-(4-chloro-3-fluorophenyl)-5-(1H-pyrazol-3-yl)thiazol-2-yl)-5-((2-hydroxy-3-methoxybenzyl)amino)-3-methylpyridine-2-sulfonamide